NC1=NC=C(C(=C1C=1C=C2CCNC(C2=CC1)=O)F)C1=C(C=C(C=C1)N1C[C@H](OCC1)C(C)C)F (R)-6-(2-amino-4-fluoro-5-(2-fluoro-4-(2-isopropylmorpholino)phenyl)pyridin-3-yl)-3,4-dihydroisoquinolin-1(2H)-one